2-ethylpyrazole-3-carbaldehyde C(C)N1N=CC=C1C=O